tert-butyl 12-ethyl-4-oxa-8,12-diazadispiro[2.1.5.3]tridecane-8-carboxylate C(C)N1CC2(OC3(CC3)C1)CCN(CC2)C(=O)OC(C)(C)C